CN(C1CCN(CC1)C1=C(C=C(C=C1)C)SC1=NC=CC(=N1)C(F)(F)F)C N,N-dimethyl-1-(4-methyl-2-((4-(trifluoromethyl)pyrimidin-2-yl)thio)phenyl)piperidin-4-amine